FC(C(=O)[O-])(F)F.COC=1C=C(C=CC2=NC(=NC(=C2)C=CC2=CC(=CC=C2)OC)OCCCNC(=[NH2+])N)C=CC1 3-(4,6-bis(3-methoxystyryl)pyrimidin-2-oxy)propylguanidinium trifluoroacetate